NC1=NC=C(C(=N1)C(F)F)C1=NC(=NC(=N1)N1CCOCC1)N1CCN(CC1)C(=O)C1CCN(CC1)C(CCC(CCC)=O)=O 1-(4-(4-(4-(2-amino-4-(difluoromethyl)pyrimidin-5-yl)-6-morpholino-1,3,5-triazin-2-yl)piperazine-1-carbonyl)piperidin-1-yl)heptane-1,4-dione